ClC=1C(=NC(=NC1)C(C)C)NC1=NNC2=CC(=CC=C12)[C@@H]1C[C@@]12C(NC1=CC=C(C=C21)OC)=O (1R,2S)-2-(3-{[5-chloro-2-(propan-2-yl)pyrimidin-4-yl]amino}-1H-indazol-6-yl)-5'-methoxyspiro[cyclopropane-1,3'-indol]-2'(1'H)-one